CCCCCC1C(OCC1)=O trans-4-methyl-butyldihydro-2(3H)-furanone